[(2,4-dimethoxyphenyl)methyl]-N-methyl[5-chloro-3-(2-pyridyl)-2-{[2-(trimethylsilyl)-ethoxy]methyl}-2H-1,2,4,6-tetraazainden-7-yl]amine COC1=C(C=CC(=C1)OC)CN(C)C1=NC(=NC2=C(N(N=C12)COCC[Si](C)(C)C)C1=NC=CC=C1)Cl